FC=1C(=C2C(=NC1)NC=C2)C=2C=NN(C2)C2(CN(C2)C2CCN(CC2)S(=O)(=O)C)CC#N [3-[4-(5-Fluoro-1H-pyrrolo[2,3-b]pyridin-4-yl)-1H-pyrazol-1-yl]-1-[1-(methylsulfonyl)piperidin-4-yl]azetidin-3-yl]acetonitrile